C(C)OC1C(C1)C(=O)N1C(CCCC1)C=1NC=C(N1)C1=CC=CC=C1 (2-ethoxycyclopropyl)(2-(4-phenyl-1H-imidazol-2-yl)piperidin-1-yl)methanone